6-(3,5-di-4-pyridinyl-phenyl)-2-methylpyrimidine N1=CC=C(C=C1)C=1C=C(C=C(C1)C1=CC=NC=C1)C1=CC=NC(=N1)C